Cl.Cl.NC1=NC=CC=C1CCC(=O)O (R)-2-amino-3-pyridine-propionate dihydrochloride